10-Amino-N-(4-((4-(trifluoromethyl)benzyl)amino)phenyl)decanamid NCCCCCCCCCC(=O)NC1=CC=C(C=C1)NCC1=CC=C(C=C1)C(F)(F)F